1-{2-[4-(4-acetyl-piperazin-1-yl)-3-fluoro-anilino]-pyrimidin-4-yl}-1H-indole-3-carboxamide C(C)(=O)N1CCN(CC1)C1=C(C=C(NC2=NC=CC(=N2)N2C=C(C3=CC=CC=C23)C(=O)N)C=C1)F